C1(=CC=CC=C1)N1N=C(C2=C1SC(=C2)C(=O)OCC)B2OC(C(O2)(C)C)(C)C ethyl 1-phenyl-3-(tetramethyl-1,3,2-dioxaborolan-2-yl)-1H-thieno[2,3-c]pyrazole-5-carboxylate